ClC=1C=C(C=CC1C1=NC(=C(C=C1)F)C#N)S(=O)(=O)N[C@H]1C[C@H](CC1)O 3-chloro-4-(6-cyano-5-fluoropyridin-2-yl)-N-((1R,3S)-3-hydroxycyclopentyl)benzenesulfonamide